BrC=1C=C(C=C(C1Cl)I)C1=CC=CC=C1 3-bromo-4-chloro-5-iodo-1,1'-biphenyl